(R)-5-((((3'-chloro-2'-(3-((3-fluoro-4-((((R)-2-hydroxypropyl)amino)methyl)pyridin-2-yl)amino)-2-methylphenyl)-6-methoxy-[2,4'-bipyridin]-5-yl)methyl)amino)methyl)pyrrolidin-2-one ClC=1C(=NC=CC1C1=NC(=C(C=C1)CNC[C@H]1CCC(N1)=O)OC)C1=C(C(=CC=C1)NC1=NC=CC(=C1F)CNC[C@@H](C)O)C